CC=1C=CC=C2C(=CNC12)SC#N 7-methyl-3-thiocyanato-1H-indole